FCC=1N(C(C=2NC(=NC2N1)C1=CC(=NO1)OC1=CC(=CC=C1)OC)=O)CCC 2-Fluoromethyl-8-[3-(3-methoxy-phenoxy)-isoxazol-5-yl]-1-propyl-1,7-dihydro-purin-6-one